FC1=CC(=CC2=C1NC([C@H](CO2)NC(=O)N2N=CC(=C2)CC2=CC(=CC=C2)F)=O)F (S)-N-(6,8-difluoro-4-oxo-2,3,4,5-tetrahydrobenzo[b][1,4]azoxepin-3-yl)-4-(3-fluorobenzyl)-1H-pyrazole-1-carboxamide